2-butyl-1-(4-((4-(2-(pyridin-2-yl)ethyl)piperazin-1-yl)methyl)benzyl)-1H-imidazo[4,5-d]thieno[3,2-b]pyridin-4-amine C(CCC)C1=NC=2C(=C3C(=NC2N)C=CS3)N1CC1=CC=C(C=C1)CN1CCN(CC1)CCC1=NC=CC=C1